N(=[N+]=[N-])C=1C=C(C(C(=O)NCCSSCCNC(C=2C(O)=CC(=CC2)N=[N+]=[N-])=O)=CC1)O bis-[2-(4-azidosalicylamido) ethyl] disulfide